COC1=C(C=CC=C1)C=1C(=CN=NC1)C(=O)NC=1SC2=NC(=CC=C2N1)C1=CC=C(C=C1)NS(=O)(=O)C 5-(2-methoxyphenyl)-N-(5-(4-(methylsulfonamido)phenyl)thiazolo[5,4-b]pyridin-2-yl)pyridazine-4-carboxamide